CN1C(CCC2=CC(=CC=C12)C=1C=C(C=NC1)NC(=O)COC(C)=O)=O acetic acid [5-(1-methyl-2-oxo-1,2,3,4-tetrahydro-quinolin-6-yl)-pyridin-3-ylcarbamoyl]-methyl ester